BrC1=CC=C(C(=N1)NC1=CC=C(C=C1)CO[Si](C)(C)C(C)(C)C)N 6-bromo-N2-(4-(((tert-butyldimethylsilyl)oxy)methyl)phenyl)pyridine-2,3-diamine